(S)-6-(5-amino-5,7-dihydrospiro[cyclopent[b]pyridin-6,4'-piperidin]-1'-yl)-3-((2-aminopyrimidin-4-yl)thio)-1H-pyrazolo[3,4-d]pyrimidine-4-carbonitrile N[C@@H]1C=2C(=NC=CC2)CC12CCN(CC2)C2=NC(=C1C(=N2)NN=C1SC1=NC(=NC=C1)N)C#N